FC=1C=CC(=C(C1)N1[C@H](CCC1)C)[N+](=O)[O-] (2S)-1-(5-fluoro-2-nitrophenyl)-2-methylpyrrolidine